N1C=NC2=C1C=C(C=C2)N2CC1=C(N=C(N=C1)NCC1CC1)C1(CNCC1)C2=O 6-(1H-benzo[d]imidazol-6-yl)-2-((cyclopropylmethyl)amino)-5H-spiro[pyrido[4,3-d]pyrimidine-8,3'-pyrrolidin]-7(6H)-one